[Si](C)(C)(C(C)(C)C)OCC12C=C(CC(C(C1[2H])[2H])(O2)CO[Si](C)(C)C(C)(C)C)C2=CC=C(C(=N2)Cl)N 6-[1,5-bis[[tert-butyl(dimethyl)silyl]oxymethyl]-6,7-dideuterio-8-oxabicyclo[3.2.1]oct-2-en-3-yl]-2-chloropyridin-3-amine